3-(3-methyl-2-oxo-5-(6-(2-oxopiperazin-1-yl)pyridin-3-yl)-2,3-dihydro-1H-benzo[d]imidazol-1-yl)piperidine-2,6-dione CN1C(N(C2=C1C=C(C=C2)C=2C=NC(=CC2)N2C(CNCC2)=O)C2C(NC(CC2)=O)=O)=O